NC(C)(C)C=1C=C(C(=NC1)C1CC(C1)C1=NN2C(=NC=3C(=CC=CC3C2=N1)OC)N)C 2-((1r,3r)-3-(5-(2-aminopropan-2-yl)-3-methylpyridin-2-yl)cyclobutyl)-7-methoxy-[1,2,4]triazolo[1,5-c]quinazolin-5-amine